5-fluoro-4-iodo-2-methyl-6-{[(1r,4r)-4-(trifluoromethyl)-cyclohexyl]oxy}pyrimidine FC=1C(=NC(=NC1OC1CCC(CC1)C(F)(F)F)C)I